OCC(C=CC=C(CC)O)=O 1,6-dihydroxyoctadien-2-one